lithium (S,Z)-(2-((4-amino-2-oxopyrimidin-1(2H)-yl)methylene)-1-(hydroxymethyl)cyclopropyl)methyl triphosphate O(P([O-])(=O)OP(=O)([O-])OP(=O)([O-])[O-])C[C@@]1(\C(\C1)=C/N1C(N=C(C=C1)N)=O)CO.[Li+].[Li+].[Li+].[Li+]